BrC1=CC=C(C=C1)N1CCN(CC1)C1=CC=C(C#N)C=C1 4-(4-(4-bromophenyl)piperazin-1-yl)benzonitrile